CC1=C(C=CC(=C1)C)C1CC=2C=NN(C(C2CC1)=O)C1=NC=CC=C1 6-(2,4-dimethyl-phenyl)-2-pyridin-2-yl-5,6,7,8-tetrahydro-2H-phthalazin-1-one